FC(C1=CC=C(C=C1)C1NC(NC(=C1C(=O)OCC)C)=O)(F)F 4-(p-trifluoromethylphenyl)-5-ethoxycarbonyl-6-methyl-3,4-dihydropyrimidine-2(1H)-one